ClC=1C=C2N=C3C=CC(=CC3=C(C2=CC1)N(CCCCN(CCCN)C=1C2=CC=C(C=C2N=C2C=CC(=CC12)OC)Cl)CCCN)OC bis-(6-chloro-2-methoxy-9-acridinyl)spermine